C(C1=CC=CC=C1)OCCN1C=C(C(=C1C1=C(C=CC=C1)C(F)(F)F)C)C(=O)NC1=CC(=C(C=C1)S(=O)(=O)C)F 1-(2-(benzyloxy)ethyl)-N-(3-fluoro-4-(methylsulfonyl)phenyl)-4-methyl-5-(2-(trifluoromethyl)phenyl)-1H-pyrrole-3-carboxamide